amino-4-chloro-N-(1H-pyrrol-3-yl)-4''-sulfamoyl-[1,1':3',1''-terphenyl]-5'-carboxamide NC1=C(C=CC(=C1)Cl)C1=CC(=CC(=C1)C(=O)NC1=CNC=C1)C1=CC=C(C=C1)S(N)(=O)=O